1-((tetrahydrofuran-3-yl)methyl)-8-nitro-2,3-dihydroimidazo[1,2-a]pyridine-5(1H)-thione O1CC(CC1)CN1CCN2C1=C(C=CC2=S)[N+](=O)[O-]